COC1=C(C=C(C=C1)[N+](=O)[O-])NC(C1=CC=C(C(=O)NC)C=C1)=O N1-(2-methoxy-5-nitrophenyl)-N4-methylterephthalamide